C(C(C)C)(=O)OC1C(OC(C1O)C#N)CO 5-cyano-4-hydroxy-2-(hydroxymethyl)tetrahydrofuran-3-yl isobutyrate